ClC=1C=C(C=CC1)C1=CC=C(C=C1)COC1=C(N=NN1)C(=O)O 5-((3'-chloro-[1,1'-biphenyl]-4-yl)methoxy)-1H-1,2,3-triazole-4-carboxylic acid